1-((6-methoxy-1-oxo-7-phenyl-1H-phenalen-8-yl)methyl)pyridin-1-ium chloride [Cl-].COC1=CC=C2C=CC(C=3C=C(C(=C1C32)C3=CC=CC=C3)C[N+]3=CC=CC=C3)=O